9-(2-methyl-2H-indazol-5-yl)-3,4-dihydropyrido[2,1-c][1,2,4]thiadiazine 2,2-dioxide CN1N=C2C=CC(=CC2=C1)C1=CC=CN2C1=NS(CC2)(=O)=O